ClC1=C(C=C2CCN(C2=C1)[C@@H](C)C1=CC=C(S1)C(=O)N[C@H](C(=O)NC1CC1)CC1CCCC1)F (2S)-2-({5-[(1S)-1-(6-chloro-5-fluoro-2,3-dihydro-1H-indol-1-yl)ethyl]thiophen-2-yl}formamido)-3-cyclopentyl-N-cyclopropylpropanamide